NC=1C(CC=C(C1C=1C(=C(C(=O)N)C=CC1C1CC1)F)C)(F)C1=NC(=NC=C1)OCC1N(CCC1)CC#CC 3-(6-amino-5-((1-(but-2-ynylpyrrolidin-2-yl)methoxy)pyrimidin-4-yl)-5-fluoro-2-methylphenyl)-4-cyclopropyl-2-fluorobenzamide